ClC1=C2C(=NC=3N=C(C(=CC13)C(=O)N(C)C)N1CCCC1)CCC2 5-chloro-N,N-dimethyl-2-(pyrrolidin-1-yl)-7,8-dihydro-6H-cyclopenta[b][1,8]naphthyridine-3-carboxamide